C1(CC1)N1N=NC(=C1)C(=O)NC1CN(C1)C(C)C1=NC=C(C=C1)OC 1-cyclopropyl-N-(1-(1-(5-methoxypyridin-2-yl)ethyl)azetidin-3-yl)-1H-1,2,3-triazole-4-carboxamide